C(C1=CC=CC=C1)N1CC2(C1)CC(C2)NC(=O)N2[C@@H](CN(C[C@@H]2C)C2=NC=C(C=N2)S(=O)(=O)C2CC2)C (2R,6S)-N-{2-benzyl-2-azaspiro[3.3]heptan-6-yl}-4-[5-(cyclopropanesulfonyl)pyrimidin-2-yl]-2,6-dimethylpiperazine-1-carboxamide